1-ethoxy-2-propanol (2R,5S)-tert-butyl-5-methyl-2-(3-((S)-pyrrolidin-3-Ylmethoxy)phenyl)piperidine-1-carboxylate C(C)(C)(C)[C@@]1(N(C[C@H](CC1)C)C(=O)OC(COCC)C)C1=CC(=CC=C1)OC[C@@H]1CNCC1